4-[5-(1-Cyclopropylmethyl-1H-pyrazol-4-yl)-1-methyl-2-oxo-1,2-dihydro-pyridin-4-yl]-benzonitrile C1(CC1)CN1N=CC(=C1)C=1C(=CC(N(C1)C)=O)C1=CC=C(C#N)C=C1